3,3'-dihydroxy-4,4'-dinitrobiphenyl OC=1C=C(C=CC1[N+](=O)[O-])C1=CC(=C(C=C1)[N+](=O)[O-])O